3-bromoadamantane-1-carboxylic acid BrC12CC3(CC(CC(C1)C3)C2)C(=O)O